3-(N-ALLYLAMINO)PROPYLTRIMETHOXY-SILANE 1,2-ethanediylbis(3-(2H-benzotriazol-2-yl)-2-hydroxybenzoate) C(CC1=C(C(=C(C(=O)O)C=C1)O)N1N=C2C(=N1)C=CC=C2)C2=C(C(=C(C(=O)O)C=C2)O)N2N=C1C(=N2)C=CC=C1.C(C=C)NCCC[Si](OC)(OC)OC